7-(3-{[(2R)-1-ethoxypropan-2-yl]carbamoyl}azetidin-1-yl)-5-methyl-4-oxo-1-(1,3-thiazol-2-yl)-1,4-dihydro-1,8-naphthyridine-3-carboxylic acid C(C)OC[C@@H](C)NC(=O)C1CN(C1)C1=CC(=C2C(C(=CN(C2=N1)C=1SC=CN1)C(=O)O)=O)C